(S)-N-(2-((6-oxo-5-(trifluoromethyl)-1,6-dihydropyridazin-4-yl)amino)propoxy)-1-(1-(5-(trifluoromethyl)pyrimidin-2-yl)piperidin-4-yl)cyclopropanecarboxamide O=C1C(=C(C=NN1)N[C@H](CONC(=O)C1(CC1)C1CCN(CC1)C1=NC=C(C=N1)C(F)(F)F)C)C(F)(F)F